ClC1=CC(=NC=N1)OC1=C(C=CC=C1)/C(/C(=O)OC)=C\OC methyl (E)-2-[2-[6-chloropyrimidin-4-yloxy] phenyl]-3-methoxypropenoate